C(C)OC=C(C(=O)OCC)C(C(F)F)=O ethyl 2-(ethoxymethylene)-4,4-difluoro-3-oxobutanoate